Benzyl 3-[tert-butoxycarbonylsulfamoyl-(1-methylpyrazol-4-yl)amino]piperidine-1-carboxylate C(C)(C)(C)OC(=O)NS(=O)(=O)N(C1CN(CCC1)C(=O)OCC1=CC=CC=C1)C=1C=NN(C1)C